1,2-dimethylimidazo[1,2-a]pyridin-1-ium C[N+]=1C(=CN2C1C=CC=C2)C